2-((tert-Butoxycarbonyl)(2,4-dimethoxybenzyl)amino)-5-methylthiazole-4-carboxylic acid methyl ester COC(=O)C=1N=C(SC1C)N(CC1=C(C=C(C=C1)OC)OC)C(=O)OC(C)(C)C